S=C1NC(C2=C(N1CC=1C(=NC=CC1)C1NCCC(C1)C(F)(F)F)C=CN2)=O 2-Thioxo-1-((2-(4-(trifluoromethyl)piperidin-2-yl)pyridin-3-yl)methyl)-1,2,3,5-tetrahydro-4H-pyrrolo[3,2-d]pyrimidin-4-one